CC(C(=O)O)=CCC(CCCCCCCCCCCC)C 2,5-dimethyl-2-heptadecenoic acid